3-[2-[2-(8-chloro-4-oxo-chromen-2-yl)-5-thiazol-2-yl-phenoxy]ethoxy]cyclobutanecarboxylic acid ClC=1C=CC=C2C(C=C(OC12)C1=C(OCCOC2CC(C2)C(=O)O)C=C(C=C1)C=1SC=CN1)=O